dibenzo-1,4-dithiane C1=CC=CC=2SC3=C(SC21)C=CC=C3